(±)-trans-N-[8-chloro-6-(4-methyl-3-pyridyl)-3-isoquinolyl]-2-cyano-cyclopropanecarboxamide ClC=1C=C(C=C2C=C(N=CC12)NC(=O)[C@H]1[C@@H](C1)C#N)C=1C=NC=CC1C |r|